9-(4-hydroxy-3,5-dimethoxyphenyl)-5a,6,8a,9-tetrahydro-5H-[2]benzofuro[6,5-f][1,3]benzodioxol-8-one OC1=C(C=C(C=C1OC)C1C2C(OCC2CC2=CC3=C(OCO3)C=C21)=O)OC